NC1=C(C=C(C(=O)NC=2C(N(C=CC2)C(C(=O)N[C@@H]2[C@H](OC(C2)=O)OCC)(C)C)=O)C=C1)Cl 4-amino-3-chloro-N-(1-(1-(((2S,3S)-2-ethoxy-5-oxotetrahydrofuran-3-yl)amino)-2-methyl-1-oxopropan-2-yl)-2-oxo-1,2-dihydropyridin-3-yl)benzamide